FC=CP(OC(C(F)(F)F)C)([O-])=O methyl(2,2,2-trifluoroethyl) (2-fluorovinyl)phosphonate